ClC=1C=C2C(=C3C1NC(NC31CCCCC1)=O)OC(=N2)CNC2CCOCC2 5-chloro-2-{[(oxan-4-yl)amino]methyl}-7,8-dihydro-6H-spiro[[1,3]oxazolo[5,4-f]quinazoline-9,1'-cyclohexan]-7-one